2-benzyl-8-phenyl-6-(pyridin-4-yl)imidazo[1,2-a]pyrazin-3(7H)-one C(C1=CC=CC=C1)C1=NC=2N(C=C(NC2C2=CC=CC=C2)C2=CC=NC=C2)C1=O